C(#N)C1=C(C=C2C(=NC(=NC2=C1)C)N[C@H](C)C=1C=C(C=C(C1F)C(F)F)NC([O-])=O)O[C@@H]1COCC1 (3-((R)-1-((7-cyano-2-methyl-6-(((S)-tetrahydrofuran-3-yl)oxy)quinazolin-4-yl) Amino)ethyl)-5-(difluoromethyl)-4-fluorophenyl)carbamate